p-dodecylbenzenesulfonic acid anion C(CCCCCCCCCCC)C1=CC=C(C=C1)S(=O)(=O)[O-]